Cl.ClC=1C=C2C(=CC(=NC2=CC1)C(F)(F)F)NC1CC(CCC1)N N1-(6-chloro-2-(trifluoromethyl)quinolin-4-yl)cyclohexane-1,3-diamine hydrochloride